O=C1OC2(CN1C1=NC3=C(OCC(N3)=O)N=C1)CCN(CC2)CC2CC=1C=CC=C(C1C2)C#N 2-[[2-oxo-3-(3-oxo-4H-pyrazino[2,3-b][1,4]oxazin-6-yl)-1-oxa-3,8-diazaspiro[4.5]decan-8-yl]methyl]-2,3-dihydro-1H-indene-4-carbonitrile